4-(tert-butyl)-2-ethyl-1-(4-((3-bromo-5-methyl-1H-pyrazol-1-yl)methyl)-2-nitrobenzyl)-1H-imidazole-2,4-dicarboxylic acid C(C)(C)(C)C1(NC(N(C1)CC1=C(C=C(C=C1)CN1N=C(C=C1C)Br)[N+](=O)[O-])(C(=O)O)CC)C(=O)O